BrCC([C@H](C1CCC(CC1)(F)F)NC(OCC1=CC=CC=C1)=O)=O benzyl N-[(1S)-3-bromo-1-(4,4-difluorocyclohexyl)-2-oxo-propyl]carbamate